(6-(benzyloxy)pyridin-2-yl)methanamine C(C1=CC=CC=C1)OC1=CC=CC(=N1)CN